ClC=1C=C(C(=NC1)OC)S(=O)(=O)NC1=C(C(=C(C=C1)F)C=1C=CC=2N(C1)C=NC2C2=NC=C(N2)C)F 5-chloro-N-[2,4-difluoro-3-[1-(4-methyl-3H-imidazol-2-yl)imidazo[1,5-a]pyridine-6-yl]phenyl]-2-methoxypyridine-3-sulfonamide